(5-fluoro-6-methoxypyridin-3-yl)-3-(pyridazin-4-yl)-1H-7-azaindazole FC=1C=C(C=NC1OC)N1N=C(C2=CC=CN=C12)C1=CN=NC=C1